C(#N)C=1C=CC(=C(C(=O)OC)C1)C methyl 5-cyano-2-methylbenzoate